COC(CCCC(C)C1=C(C=C(C=C1F)C=1C(=NC=CC1)O)F)=O 5-[2,6-difluoro-4-(2-hydroxy-3-pyridinyl)phenyl]Hexanoic acid methyl ester